CCCCCCCCCCCCCCCCCCCCCCCCCCC[C@H](CC(=O)SCCNC(=O)CCNC(=O)[C@@H](C(C)(C)COP(=O)([O-])OP(=O)([O-])OC[C@@H]1[C@H]([C@H]([C@@H](O1)N2C=NC3=C(N=CN=C32)N)O)OP(=O)([O-])[O-])O)O The molecule is a 3-hydroxy fatty acyl-CoA(4-) obtained by deprotonation of the phosphate and diphosphate OH groups of (R)-3-hydroxytriacontanoyl-CoA [(R)-3-hydroxymelissoyl-CoA]; major species at pH 7.3. It is a 3-hydroxy fatty acyl-CoA(4-), a (R)-3-hydroxyacyl-CoA(4-) and an 11,12-saturated fatty acyl-CoA(4-). It is a conjugate base of a (R)-3-hydroxytriacontanoyl-CoA.